BrC=1C=C(C(=NC1)C)N1CCCCC1 5-Bromo-2-methyl-3-(piperidin-1-yl)pyridine